triisopropylphosphonium sulfate S(=O)(=O)([O-])[O-].C(C)(C)[PH+](C(C)C)C(C)C.C(C)(C)[PH+](C(C)C)C(C)C